2-(2-((3R,4R)-3-Amino-4-fluoropiperidin-1-yl)-5,6-difluoro-1H-benzo[d]imidazol-1-yl)-1-(2-methylmorpholino)ethan-1-on N[C@@H]1CN(CC[C@H]1F)C1=NC2=C(N1CC(=O)N1CC(OCC1)C)C=C(C(=C2)F)F